N1N=NN=C1C1=NC=C(C(=O)N2CCN(CC2)C2=CC=CC(=N2)OCC2=C(C=C(C#N)C=C2)F)C=C1 4-(((6-(4-(6-(1H-Tetrazol-5-yl)nicotinoyl)piperazin-1-yl)pyridin-2-yl)oxy)methyl)-3-fluorobenzonitrile